(1R,3R)-3-phenyl-cyclobutan-1-amine C1(=CC=CC=C1)C1CC(C1)N